BrC=1C=C2C(N(C=NC2=C(C1)Cl)C)=O 6-bromo-8-chloro-3-methylquinazolin-4(3H)-one